N-[(benzothiophen-3-yl)methylene]-3-(3-fluoro-4-methoxyphenyl)-prop-2-en-1-amine S1C=C(C2=C1C=CC=C2)C=NCC=CC2=CC(=C(C=C2)OC)F